CC1(OB(OC(C1)C)C=C)C 4,4,6-trimethyl-2-vinyl-1,3,2-dioxaborinane